FC(C(=O)N=S(=O)(C=1C=NC(=NC1)N1CCN(CC1)C(C)C=1C=CC2=C(N=C(S2)C)C1)C)(F)F 2,2,2-trifluoro-N-(methyl(2-(4-(1-(2-methylbenzo[d]thiazol-5-yl)ethyl)piperazin-1-yl)pyrimidin-5-yl)(oxo)-λ6-sulfanylidene)acetamide